ClC=1C(=NC(=NC1)NC1=C(C=C(C(=O)NCC2=C(C=CC=C2)OC)C=C1)OC)C=1C=NN(C1)C(C)C 4-((5-chloro-4-(1-isopropyl-1H-pyrazol-4-yl)pyrimidin-2-yl)amino)-3-methoxy-N-(2-methoxybenzyl)benzamide